CN(C1CN(CC1)CC1=CC=C(C=C1)[N+](=O)[O-])C N,N-dimethyl-1-(4-nitrobenzyl)pyrrolidin-3-amine